N,N,N',N'-tetraglycidyl p-phenylenediamine benzyl ((5-(4-(((3R,4S)-3-fluoro-1-methylpiperidin-4-yl)amino)-1-(2,2,2-trifluoroethyl)-1H-indol-2-yl)-1,3,4-thiadiazol-2-yl)methyl)carbamate F[C@@H]1CN(CC[C@@H]1NC1=C2C=C(N(C2=CC=C1)CC(F)(F)F)C1=NN=C(S1)CNC(OCC1=CC=CC=C1)=O)C.C(C1CO1)N(C1=CC=C(C=C1)N(CC1CO1)CC1CO1)CC1CO1